ls-2,4,5-trifluorobenzaldehyde FC1=C(C=O)C=C(C(=C1)F)F